(S)-2-((2S,3R)-3-amino-2-hydroxy-4-phenylbutanamido)-N-(12-((4-(((R)-1-(3-bromophenyl)ethyl)amino)-6-methoxy-2-methylquinazolin-7-yl)oxy)dodecyl)-4-methylpentanamide N[C@@H]([C@@H](C(=O)N[C@H](C(=O)NCCCCCCCCCCCCOC1=C(C=C2C(=NC(=NC2=C1)C)N[C@H](C)C1=CC(=CC=C1)Br)OC)CC(C)C)O)CC1=CC=CC=C1